2-[3-(N-methyl-N-phenylethylamino)propyl]-1-phenyl-2,3,4,9-tetrahydro-1H-pyrido[3,4-b]indole CN(CCC1=CC=CC=C1)CCCN1C(C=2NC3=CC=CC=C3C2CC1)C1=CC=CC=C1